The molecule is a 5-fluorocytidine 5'-monophosphate that results from the removal of two protons from the phosphate group; major species at pH 7.3. C1=C(C(=NC(=O)N1[C@H]2[C@@H]([C@@H]([C@H](O2)COP(=O)([O-])[O-])O)O)N)F